2-[1-[4-[6-(cyclobutoxy)-4-methyl-2-pyridyl]-2,6-difluoro-phenyl]-4-piperidyl]acetic acid C1(CCC1)OC1=CC(=CC(=N1)C1=CC(=C(C(=C1)F)N1CCC(CC1)CC(=O)O)F)C